2-(diethoxyphosphoryl)-3-(5-octyl-1,2,4-oxadiazole-3-Yl)propionic acid tert-butyl ester C(C)(C)(C)OC(C(CC1=NOC(=N1)CCCCCCCC)P(=O)(OCC)OCC)=O